FC=1C=C2C(=NC1)NC=C2CCN2[C@@H](CC2)C (R)-5-fluoro-3-(2-(2-methylazetidin-1-yl)ethyl)-1H-pyrrolo[2,3-b]pyridine